NC1=CC=CC(=N1)S(=O)(=O)NC=1SC(=C(N1)C1=C(C=CC=C1)OC(C)C)C1=NN(C=C1)CCC(C)(C)C 6-amino-N-[5-[1-(3,3-dimethylbutyl)pyrazol-3-yl]-4-(2-propan-2-yloxyphenyl)-1,3-thiazol-2-yl]pyridine-2-sulfonamide